C(C1=CC=CC=C1)OC(=O)NC(N[C@](C(=O)OC(C)C)(CC(C)(C)F)C1=CC=C(C=C1)Br)=S isopropyl (R)-2-(3-((benzyloxy)carbonyl)thioureido)-2-(4-bromophenyl)-4-fluoro-4-methylpentanoate